1-Ethyl-5-fluoro-2-iodo-3-(methoxymethoxy)benzene C(C)C1=C(C(=CC(=C1)F)OCOC)I